C(C)(C)(C)C1C(C(C(C(=C1CCCl)C(C)(C)C)(O)O)CCC(=O)[O-])(O)O 3-(3,5-di-tert-butyl-4-2-chloroethyl tetrahydroxyphenyl)propionate